1,2-diphenylethane-1-ol C1(=CC=CC=C1)C(CC1=CC=CC=C1)O